N-[(3R,6S,8aS)-3-[[(1S)-1-cyano-2-[(3S)-2-oxopyrrolidin-3-yl]ethyl]carbamoyl]-5-oxo-2,3,6,7,8,8a-hexahydrothiazolo[3,2-a]pyridin-6-yl]-5-methyl-isoxazole-3-carboxamide C(#N)[C@H](C[C@H]1C(NCC1)=O)NC(=O)[C@@H]1CS[C@@H]2N1C([C@H](CC2)NC(=O)C2=NOC(=C2)C)=O